CC1=C(C(=O)P=O)C(=CC(=C1)C)C 2,4,6-trimethylbenzoyl-phosphorus oxide